7-(6-(difluoromethyl)-3-(1H-pyrazol-4-yl)pyridin-2-yl)-3-methoxycinnoline FC(C1=CC=C(C(=N1)C1=CC=C2C=C(N=NC2=C1)OC)C=1C=NNC1)F